2-methoxy-5-methyl-4-(1-methyl-1H-pyrazol-4-yl)aniline COC1=C(N)C=C(C(=C1)C=1C=NN(C1)C)C